N-(4-fluoro-5-(((2S,4R)-4-((6-methoxypyrimidin-4-yl)oxy)-2-methylpyrrolidin-1-yl)methyl-d2)thiazol-2-yl)acetamide FC=1N=C(SC1C([2H])([2H])N1[C@H](C[C@H](C1)OC1=NC=NC(=C1)OC)C)NC(C)=O